NC=1C=C(C=C(C1)C(F)(F)F)[C@@H](C)NC1=NC(=NC2=CC(=C(C=C12)OCC1(CC1)C(C)OC)OC)C N-((R)-1-(3-amino-5-(trifluoromethyl)phenyl)ethyl)-7-methoxy-6-((1-(1-methoxyEthyl)cyclopropyl)methoxy)-2-methylquinazolin-4-amine